Vanadium Porphyrin C12=CC=C(N1)C=C1C=CC(=N1)C=C1C=CC(N1)=CC=1C=CC(N1)=C2.[V]